CN(S(=O)(=O)C1=CC=C(C=C1)S(=O)(=O)N[C@@H]1[C@@H](CCCCC1)N1CCN(CC1)C(=O)OC(C)(C)C)C cis-tert-Butyl 4-(2-((4-(N,N-dimethylsulfamoyl)phenyl)sulfonamido)cycloheptyl)piperazine-1-carboxylate